Diammonium sulfide [NH4+].[NH4+].[S-2]